6-(3,5-difluorophenyl)pyridazin-3(2H)-one FC=1C=C(C=C(C1)F)C=1C=CC(NN1)=O